C(C)(C)(C)OC(NC1(CN(C1)C(=O)C1CC1)C)=O (1-(cyclopropanecarbonyl)-3-methylazetidin-3-yl)carbamic acid tert-butyl ester